2,5-dimethyl-2,5-bis(tert-butyl-peroxy)hexane tert-butyl-((1r,4r)-4-(2-amino-2-methylpropyl)cyclohexyl)(methyl)carbamate C(C)(C)(C)OC(N(C)C1CCC(CC1)CC(C)(C)N)=O.CC(C)(CCC(C)(OOC(C)(C)C)C)OOC(C)(C)C